3-(1,3-dithian-2-yl)-1-phenyl-4-(2,4,5-trimethoxyphenyl)-1H-pyrazole S1C(SCCC1)C1=NN(C=C1C1=C(C=C(C(=C1)OC)OC)OC)C1=CC=CC=C1